C(C)(C)(C)OC(=O)N1CC(C1)C(N[C@H](C(=O)OC)CCN(CCCCC1=NC=2NCCCC2C=C1)C)=O (S)-3-((1-methoxy-4-(methyl-(4-(5,6,7,8-tetrahydro-1,8-naphthyridin-2-yl)butyl)amino)-1-oxobutan-2-yl)carbamoyl)azetidine-1-carboxylic acid tert-butyl ester